6-(2,2-difluorocyclopropane-1-carboxamido)-N-ethoxy-4-((2-methoxy-3-(5-methylpyrazin-2-yl)phenyl)amino)nicotinamide ethyl-(E)-4-((6-bromo-2-iodopyridin-3-yl)oxy)but-2-enoate C(C)OC(\C=C\COC=1C(=NC(=CC1)Br)I)=O.FC1(C(C1)C(=O)NC1=NC=C(C(=O)NOCC)C(=C1)NC1=C(C(=CC=C1)C1=NC=C(N=C1)C)OC)F